1-(7-(2-aminobenzo[d]thiazol-4-yl)-8-fluoro-2-((hexahydro-1H-pyrrolizin-7a-yl)methoxy)pyrido[4,3-d]pyrimidin-4-yl)-3-methylpiperidin-3-ol NC=1SC2=C(N1)C(=CC=C2)C2=C(C=1N=C(N=C(C1C=N2)N2CC(CCC2)(O)C)OCC21CCCN1CCC2)F